4-(4-ethylbenzyl)-1-(2-(pyrimidin-4-yl)nicotinoyl)piperidine-4-carbonitrile C(C)C1=CC=C(CC2(CCN(CC2)C(C2=C(N=CC=C2)C2=NC=NC=C2)=O)C#N)C=C1